ClC1=C(C=C(C=C1)C#N)C=1NC2=CC(=C(C(=C2C(C1)=O)F)C=1C=C(C(=C(C(=O)O)C1)F)F)F 5-(2-(2-chloro-5-cyanophenyl)-5,7-difluoro-4-oxo-1,4-dihydroquinolin-6-yl)-2,3-difluorobenzoic acid